F[C@@H]1[C@@H](C1)C(=O)NC=1N=C2N(C=C(C=C2)B2OC(C(O2)(C)C)(C)C)C1 (1S,2S)-2-fluoro-N-(6-(4,4,5,5-tetramethyl-1,3,2-dioxaborolan-2-yl)imidazo[1,2-a]pyridin-2-yl)cyclopropane-1-carboxamide